FC1(CNCC[C@@H]1OCC#C)F (4S)-3,3-difluoro-4-(prop-2-ynyloxy)piperidine